2-hydroxy-4-[(6-hydroxy-3-oxo-1-benzofuran-2-ylidene)methyl]phenolate OC1=C(C=CC(=C1)C=C1OC2=C(C1=O)C=CC(=C2)O)[O-]